ClC1=CC2=C(C3=C1N=C(S3)C3=C1N=CC(=NC1=CC(=C3)C)OC)OC[C@@H](O2)COC(NC2=CC=NC=C2)=O (R)-(4-chloro-2-(2-methoxy-7-methylquinoxalin-5-yl)-7,8-dihydro-[1,4]dioxino[2',3':3,4]benzo[1,2-d]thiazol-7-yl)methylpyridin-4-ylcarbamate